C[C@H](C(N1CCCCC1)=O)OC1=CC=C2C(=CC(OC2=C1)=O)C1=C(C=CC=C1)C 7-[(1R)-1-methyl-2-oxo-2-(1-piperidyl)ethoxy]-4-(o-tolyl)chromen-2-one